C(N)(=N)C=1C=C(SC1)NC(=O)C1N(C2CC2(C1)C)C(CNC(=O)C=1C=CC=2C(C3=CC=CC=C3C2C1)(F)F)=O N-(4-carbamimidoylthiophen-2-yl)-2-((9,9-difluoro-9H-fluorene-3-carbonyl)glycyl)-5-methyl-2-azabicyclo[3.1.0]hexane-3-carboxamide